ClCCCCC=1OC2=C(C1)C=CC=C2 2-(4-chlorobutyl)benzofuran